C1(=CC=C(C=C1)C(=O)N1[C@@H](CC[C@@H]1C1=CC=CC=C1)C(=O)O)C1=CC=CC=C1 (2S,5R)-1-([1,1'-biphenyl]-4-carbonyl)-5-phenylpyrrolidine-2-carboxylic acid